4-(4-hydroxymethyl-phenyl)benzoic acid OCC1=CC=C(C=C1)C1=CC=C(C(=O)O)C=C1